(R)-2-(4-(1-(benzo[d][1,3]dioxol-5-yl)ethyl)piperazin-1-yl)-N-ethylthiazole-5-carboxamide O1COC2=C1C=CC(=C2)[C@@H](C)N2CCN(CC2)C=2SC(=CN2)C(=O)NCC